C1(=CCCC1)C=1C(=CN=NC1)N 5-(cyclopent-1-en-1-yl)pyridazin-4-amine